OC1(CCN(CC1)C1=NC=CC(=N1)NC=1N=CC2=C(C=CC(=C2C1)C(C)(C)NC(C=C)=O)N1[C@@H]([C@H](C1)CS(=O)(=O)C(F)(F)F)C)C N-(2-(3-((2-(4-hydroxy-4-methylpiperidin-1-yl)pyrimidin-4-yl)amino)-8-((2R,3S)-2-methyl-3-(((trifluoromethyl)sulfonyl)methyl)azetidin-1-yl)isoquinolin-5-yl)propan-2-yl)acrylamide